C(C=C)(=O)N1CCN(CC1)C1=NC(N2C3=C(C(=C(C=C13)C(F)(F)F)C1=C(C=CC=C1F)F)SC[C@@H]2COC)=O (S)-7-(4-acryloylpiperazin-1-yl)-10-(2,6-difluorophenyl)-3-(methoxymethyl)-9-(trifluoromethyl)-2,3-dihydro-5H-[1,4]thiazino[2,3,4-ij]quinazolin-5-one